4-fluoro-2-hydroxy-6-methoxybenzaldehyde FC1=CC(=C(C=O)C(=C1)OC)O